COC1=CC=C(C=N1)NC(=O)[C@H]1CC12CCN(CC2)C(=O)OC(C(F)(F)F)C(F)(F)F 1,1,1,3,3,3-hexafluoropropan-2-yl (s)-1-((6-methoxypyridin-3-yl)carbamoyl)-6-azaspiro[2.5]octane-6-carboxylate